(E)-N-[(1H-indazol-7-yl)methyl]-3-(furan-2-yl)acrylamide N1N=CC2=CC=CC(=C12)CNC(\C=C\C=1OC=CC1)=O